(S)-1-(3-((2-(2-fluorophenyl)-4-((methylamino)methyl)-1H-pyrrol-1-yl)sulfonyl)phenyl)-N,N-dimethylpyrrolidine-2-carboxamide FC1=C(C=CC=C1)C=1N(C=C(C1)CNC)S(=O)(=O)C=1C=C(C=CC1)N1[C@@H](CCC1)C(=O)N(C)C